C(C1=CC=CC=C1)NS(=O)(=O)C=1C(=CC(=C(C1)O)O)C1=CC(=CC(=C1)O)O N-benzyl-3',4,5,5'-tetrahydroxy-[1,1'-biphenyl]-2-sulfonamide